CC1(CN(CC1C1=CC=CC=C1)C(=O)C1=CC(=NN1)C1=CC=NC=C1)C (3,3-dimethyl-4-phenylpyrrolidin-1-yl)-(3-pyridin-4-yl-1H-pyrazol-5-yl)methanone